Methyl 5-amino-2-chloro-4-iodo-benzoate NC=1C(=CC(=C(C(=O)OC)C1)Cl)I